C1(=CC(=CC(=C1)CNCCCNCCCNC(OC(C)(C)C)=O)CNCCCNCCCNC(OC(C)(C)C)=O)C1=CC=CC=C1 di-tert-butyl ((((([1,1'-biphenyl]-3,5-diylbis(methylene))bis(azanediyl))bis(propane-3,1-diyl))bis(azanediyl))-bis(propane-3,1-diyl))dicarbamate